butyl 3-cyano-4-fluoro-3-hydroxypiperidine-1-carboxylate C(#N)C1(CN(CCC1F)C(=O)OCCCC)O